2-(2-((5-(1-amino-6-methylisoquinolin-5-yl)-1-isopropyl-1H-indazol-3-yl)methoxy)phenyl)acetic acid NC1=NC=CC2=C(C(=CC=C12)C)C=1C=C2C(=NN(C2=CC1)C(C)C)COC1=C(C=CC=C1)CC(=O)O